3-[(1R)-1-aminoethyl]-5-(trifluoromethyl)aniline HCl salt Cl.N[C@H](C)C=1C=C(N)C=C(C1)C(F)(F)F